ClC1=C(C=CC=C1)NC1=NC=CC(=N1)N1N=CC(=C1)NC(=O)N[C@H](CO)C1=CC=CC=C1 (S)-1-(1-(2-((2-chlorophenyl)amino)pyrimidin-4-yl)-1H-pyrazol-4-yl)-3-(2-hydroxy-1-phenylethyl)urea